FC1(CC(C1)C1=NC=NC=C1CNC(=O)C=1C=NC(=C(C1)F)OC(F)F)F N-{[4-(3,3-difluorocyclobutyl)-pyrimidin-5-yl]methyl}-6-(difluoromethoxy)-5-fluoropyridine-3-carboxamide